(E)-1,2-dibromohept-1-ene Br\C=C(/CCCCC)\Br